C1(CCCCCC1)S(=O)C=1C=C(C=CC1C)NC(CN1N=CC(=C(C1=O)Cl)Cl)=O N-(3-(cycloheptylsulfinyl)-4-methylphenyl)-2-(4,5-dichloro-6-oxopyridazin-1(6H)-yl)acetamide